CP(CC(O)O)C Dimethyl-dihydroxyethyl-phosphorus